CN1C(CN(CC1)C)COC=1N=C(C2=C(N1)N=C(C(=C2)F)C2=C(C=CC=C2F)O)N2[C@@H](CNCC2)C 2-(2-((1,4-dimethylpiperazin-2-yl)methoxy)-6-fluoro-4-((R)-2-methylpiperazin-1-yl)pyrido[2,3-d]pyrimidin-7-yl)-3-fluorophenol